tert-butyl 7-(4-((R)-1-(tert-butoxycarbonyl)pyrrolidin-3-yloxy)butyl)-5-methoxy-2-methyl-3,4-dihydro-1,8-naphthyridine-1(2H)-carboxylate C(C)(C)(C)OC(=O)N1C[C@@H](CC1)OCCCCC1=CC(=C2CCC(N(C2=N1)C(=O)OC(C)(C)C)C)OC